2-(3,7-dimethylocta-2,6-dien-1-yl)-5-pentyl-4-(pyrimidin-5-yl)benzene-1,3-diol CC(=CCC1=C(C=C(C(=C1O)C=1C=NC=NC1)CCCCC)O)CCC=C(C)C